4-((4-(5-(chlorodifluoromethyl)-1,2,4-oxadiazol-3-yl)benzyl)amino)cyclobut-3-ene-1,2-dione ClC(C1=NC(=NO1)C1=CC=C(CNC2=CC(C2=O)=O)C=C1)(F)F